(R)-6-bromo-5-((1-(5-fluoro-2-hydroxypyridin-3-yl)ethyl)amino)pyrazolo[1,5-a]Pyrimidine-3-carboxylic acid ethyl ester C(C)OC(=O)C=1C=NN2C1N=C(C(=C2)Br)N[C@H](C)C=2C(=NC=C(C2)F)O